O=C1NC(CCC1N1C(C2=CC=CC(=C2C1=O)NCCC(=O)N1CCN(CC1)C1=CC=C(N=N1)C(=O)N1CCC(CC1)CCCCNC(\C=C\C=1C=NC=CC1)=O)=O)=O (E)-N-(4-(1-(6-(4-(3-((2-(2,6-dioxopiperidin-3-yl)-1,3-dioxoisoindolin-4-yl)amino)propanoyl)piperazin-1-yl)pyridazine-3-carbonyl)piperidin-4-yl)butyl)-3-(pyridin-3-yl)acrylamide